N-{4-[(7RS)-3-anilino-5,7-dimethyl-4-oxo-4,5,6,7-tetrahydro-1H-pyrrolo[3,2-c]pyridin-2-yl]pyridin-2-yl}-2-(4-fluorophenyl)propanamide N(C1=CC=CC=C1)C1=C(NC2=C1C(N(C[C@H]2C)C)=O)C2=CC(=NC=C2)NC(C(C)C2=CC=C(C=C2)F)=O |r|